CO.[Li] lithium methylalcohol